N-tert-Butylsulfonyl-6-[4-[4-(5-ethoxypyridin-3-yl)thiophene-2-carbonyl]piperazin-1-yl]pyridazine-3-carboxamide C(C)(C)(C)S(=O)(=O)NC(=O)C=1N=NC(=CC1)N1CCN(CC1)C(=O)C=1SC=C(C1)C=1C=NC=C(C1)OCC